ClC=1C(=NC(=NC1)NC1=C(C=C(C=C1)N1CCN(CC1)CC(F)(F)F)OC(F)F)NC=1SC=CC1C(=O)N 2-((5-chloro-2-((2-(difluoromethoxy)-4-(4-(2,2,2-trifluoroethyl)piperazin-1-yl)phenyl)amino)pyrimidin-4-yl)amino)thiophene-3-carboxamide